4-[2-(cyclopropylmethoxy)-5-(phenylsulfonyl)phenyl]-6-methyl-1,6-dihydro-7H-pyrrolo[2,3-c]pyridin-7-one C1(CC1)COC1=C(C=C(C=C1)S(=O)(=O)C1=CC=CC=C1)C=1C2=C(C(N(C1)C)=O)NC=C2